(7-(4-((2-(benzyloxy)ethyl)amino)-1,2,6-trimethyl-1H-benzo[d]imidazol-5-yl)-1H-indol-3-yl)(3,4,5-trifluorophenyl)methanone C(C1=CC=CC=C1)OCCNC1=C(C(=CC=2N(C(=NC21)C)C)C)C=2C=CC=C1C(=CNC21)C(=O)C2=CC(=C(C(=C2)F)F)F